(3-((8-chloro-[1,2,4]triazolo[4,3-a]quinazolin-5-yl)(methyl)amino)phenyl)-1-methylindolin-2-one ClC1=CC=C2C(=NC=3N(C2=C1)C=NN3)N(C=3C=C(C=CC3)C3C(N(C1=CC=CC=C31)C)=O)C